tert-Butyl 4-[(2S)-2-[4-[2-Chloro-4-(tetradecanoylamino)phenyl]-2-oxo-chromen-7-yl]oxypropanoyl]piperazine-1-carboxylate ClC1=C(C=CC(=C1)NC(CCCCCCCCCCCCC)=O)C1=CC(OC2=CC(=CC=C12)O[C@H](C(=O)N1CCN(CC1)C(=O)OC(C)(C)C)C)=O